BrC=1C=C(C=CC1)C1(OCC1)C(F)C1=NN=CN1C ((2-(3-bromophenyl)oxetan-2-yl)fluoromethyl)-4-methyl-4H-1,2,4-triazole